COC(=O)C1=C(C=C(C(=O)C2=CC(=C(C=C2)C(=O)OC)C(=O)OOC(C)(C)C)C=C1)C(=O)OOC(C)(C)C 4,4'-bis(methoxycarbonyl)-3,3'-bis(t-butylperoxycarbonyl)benzophenone